N1=CC=C(C=C1)CN1N=CC(=C1)N 1-(pyridin-4-ylmethyl)-1H-pyrazol-4-amine